5-Fluoro-6-(2-methoxyethoxy)-3-(3-{4-[4-(oxetan-3-yl)(2,2,3,3,5,5,6,6-2H8)piperazine-1-carbonyl]phenyl}-1,2-oxazol-5-yl)-1H-indazole FC=1C=C2C(=NNC2=CC1OCCOC)C1=CC(=NO1)C1=CC=C(C=C1)C(=O)N1C(C(N(C(C1([2H])[2H])([2H])[2H])C1COC1)([2H])[2H])([2H])[2H]